3-(5-(difluoromethyl)-1,3,4-thiadiazol-2-yl)-7-((3R,5R)-3,5-dimethylpiperazin-1-yl)-N-(3-(fluoromethyl)oxetan-3-yl)-1-methyl-2-oxo-2,3-dihydro-1H-benzo[d]imidazole-5-sulfonamide FC(C1=NN=C(S1)N1C(N(C2=C1C=C(C=C2N2C[C@H](N[C@@H](C2)C)C)S(=O)(=O)NC2(COC2)CF)C)=O)F